4-(3,5-di-t-butylphenyl)-5-methyl-2-phenylpyridine C(C)(C)(C)C=1C=C(C=C(C1)C(C)(C)C)C1=CC(=NC=C1C)C1=CC=CC=C1